methyl (S)-1-(4-(1-(2,6-dichlorophenyl)azetidin-3-yl)-2,6-dimethyl-benzyl)pyrrolidine-3-carboxylate ClC1=C(C(=CC=C1)Cl)N1CC(C1)C1=CC(=C(CN2C[C@H](CC2)C(=O)OC)C(=C1)C)C